ClC1=CC=C(C(=N1)OC)C1=NN(C=C1)C 6-chloro-2-methoxy-3-(1-methylpyrazol-3-yl)pyridine